OC=1C=C(CCC=2OC(=NN2)C2(OC3=C(CC2)C(=C(C(=C3C)C)O)C)C)C=CC1O 2-(3,4-Dihydroxyphenethyl)-5-(3,4-dihydro-6-hydroxy-2,5,7,8-tetramethyl-2H-benzopyran-2-yl)-1,3,4-oxadiazole